3-methyl-1H-indole-1-carboxylate CC1=CN(C2=CC=CC=C12)C(=O)[O-]